C(C1=CC=CC=C1)(=O)N[C@@H](CC1=CNC2=CC=CC=C12)C(=O)O benzoyl-L-tryptophan